Sodium (E)-4-(4-(dimethylamino)but-2-enamido)benzoate CN(C/C=C/C(=O)NC1=CC=C(C(=O)[O-])C=C1)C.[Na+]